tert-Butyl (R)-3-methyl-4-(3-(trifluoromethyl)phenyl)piperazine-1-carboxylate C[C@@H]1CN(CCN1C1=CC(=CC=C1)C(F)(F)F)C(=O)OC(C)(C)C